1,2-bis{3,6-bis[N-(9,9-dimethylfluoren-2-yl)-N-(4-methoxyphenyl)amino]-9H-carbazol-9-yl}cyclobutane ethyl-5-oxooxepane-4-carboxylate C(C)OC(=O)C1CCOCCC1=O.CC1(C2=CC=CC=C2C=2C=CC(=CC12)N(C1=CC=C(C=C1)OC)C=1C=CC=2N(C3=CC=C(C=C3C2C1)N(C1=CC=2C(C3=CC=CC=C3C2C=C1)(C)C)C1=CC=C(C=C1)OC)C1C(CC1)N1C2=CC=C(C=C2C=2C=C(C=CC12)N(C1=CC=2C(C3=CC=CC=C3C2C=C1)(C)C)C1=CC=C(C=C1)OC)N(C1=CC=2C(C3=CC=CC=C3C2C=C1)(C)C)C1=CC=C(C=C1)OC)C